4-bromo-5-[4-(2,6-dichloro-benzoyl)-[1,4]diazepan-1-yl]-benzofuran-2-carboxylic acid BrC1=C(C=CC2=C1C=C(O2)C(=O)O)N2CCN(CCC2)C(C2=C(C=CC=C2Cl)Cl)=O